N=C[C@@]1([C@H](O)[C@H](O)[C@@H](CO)O1)N1C(=O)NC(=O)C=C1 iminomethyluridine